N,N-bis(4-methoxybenzyl)-6-propoxyimidazo[1,2-b]pyridazin-8-amine COC1=CC=C(CN(C=2C=3N(N=C(C2)OCCC)C=CN3)CC3=CC=C(C=C3)OC)C=C1